C(C1=CC=CC=C1)NC1=C(C(C1=O)=O)NCCNC(=O)O[C@H]1[C@H](N(C[C@@H]1OC(=O)OC(C)(C)C)C(=O)OC(C)(C)C)CC1=CC=C(C=C1)OC tert-butyl (2R,3S,4S)-3-{[(2-{[2-(benzylamino)-3,4-dioxocyclobut-1-en-1-yl]amino}ethyl)carbamoyl]oxy}-4-[(tert-butoxycarbonyl)oxy]-2-[(4-methoxyphenyl)methyl]pyrrolidine-1-carboxylate